4-(3-aminomethyl-phenyl)piperidine NCC=1C=C(C=CC1)C1CCNCC1